bis(methylsulfonylmethylsulfonamide) fluoride salt [F-].CS(=O)(=O)CS(=O)(=O)N.CS(=O)(=O)CS(=O)(=O)N